pentaerythritol tetramethacrylate C(C(=C)C)(=O)OCC(COC(C(=C)C)=O)(COC(C(=C)C)=O)COC(C(=C)C)=O